ClC1=CC=C(CNC(=O)NC2=CC=C(C=C2)[C@H]2N(CC(NC2)=O)C)C=C1 (R)-1-(4-chlorobenzyl)-3-(4-(1-methyl-5-oxopiperazin-2-yl)phenyl)urea